N-(t-butyl)-2-pyrrolidone C(C)(C)(C)N1C(CCC1)=O